C1(CC1)C=1N=NC2=C(C=C(C=C2C1)C(=O)NCC(C(C)C)(O)C1=NC(=C(C(=C1)C(C)(C)O)F)C1=CC=C(C=C1)F)OC (-)-3-cyclopropyl-N-(2-(5-fluoro-6-(4-fluorophenyl)-4-(2-hydroxypropan-2-yl)pyridin-2-yl)-2-hydroxy-3-methylbutyl)-8-methoxycinnoline-6-carboxamide